tert-butyl (2-chloro-5-nitropyridin-3-yl)(methyl)carbamate ClC1=NC=C(C=C1N(C(OC(C)(C)C)=O)C)[N+](=O)[O-]